1-[4-[2-(2,4-Difluorophenyl)-2-hydroxy-3-(1,2,4-triazol-1-yl)propoxy]phenyl]-3-(4-prop-2-ynoxyphenyl)prop-2-en-1-one FC1=C(C=CC(=C1)F)C(COC1=CC=C(C=C1)C(C=CC1=CC=C(C=C1)OCC#C)=O)(CN1N=CN=C1)O